BrC1=C(C(=C2C(=NC(=NC2=C1F)SC)N1[C@H](C(CC1)(F)F)CO[Si](C)(C)C(C)(C)C)F)Cl (S)-7-bromo-4-(2-(((tert-butyldimethylsilyl)oxy)methyl)-3,3-difluoropyrrolidin-1-yl)-6-chloro-5,8-difluoro-2-(methylthio)quinazoline